[N+](=O)([O-])C1=CC=2N(C3=CC=C(C=C3SC2C=C1)[N+](=O)[O-])C(C)C 2,7-dinitro-10-isopropylphenothiazine